N-(5-amino-6-methylpyridin-3-yl)-3-(2,2-dimethylpyrrolidin-1-yl)propenamide NC=1C=C(C=NC1C)NC(C=CN1C(CCC1)(C)C)=O